C(C)(C)(C)OC(=O)N1C2CN(CC1CC2)C2=CC=C(C=1N=CC=NC21)C(=O)OC methyl 8-(8-tert-butoxycarbonyl-3,8-diazabicyclo[3.2.1]octan-3-yl)quinoxaline-5-carboxylate